(3-chloropyrido[3,4-b]pyrazin-2-yl)-N-(2,4-difluorophenyl)piperidin-4-amine ClC1=C(N=C2C(=N1)C=NC=C2)N2CCC(CC2)NC2=C(C=C(C=C2)F)F